FC1=C(C2=C(N=C(O2)C=2C=C(C=CC2)C2=C(C=C(C=C2)F)C2=NN=CN2C)C=C1CO)F (6,7-Difluoro-2-(4'-fluoro-2'-(4-methyl-4H-1,2,4-triazol-3-yl)-[1,1'-biphenyl]-3-yl)benzo[d]oxazol-5-yl)methanol